The molecule is a chlorocatechol that is catechol which is substituted by a chlorine at position 3 and a methyl group at position 4. It is a methylcatechol, a chlorocatechol and a member of monochlorobenzenes. It derives from a 4-methylcatechol. CC1=C(C(=C(C=C1)O)O)Cl